CN1C(N(C=2C1=CC=1C(=NN=C(C1C2)N[C@H](C)C2=C(C(=CC=C2)C2CCOCC2)C)C)C)=O 1,3,8-trimethyl-5-[[(1R)-1-(2-methyl-3-tetrahydropyran-4-yl-phenyl)ethyl]amino]imidazo[4,5-g]phthalazin-2-one